COC=1C=C(C=CC1)CCN 2-(3-methoxyphenyl)ethane-1-amine